(1R,5S,6R)-6-(6-(2-hydroxy-6-methyl-4-(trifluoromethyl)phenyl)-2H-pyrazolo[3,4-b]pyrazin-2-yl)-3-thiabicyclo[3.1.0]hexane 3,3-dioxide OC1=C(C(=CC(=C1)C(F)(F)F)C)C=1C=NC=2C(N1)=NN(C2)C2[C@H]1CS(C[C@@H]21)(=O)=O